4-chloro-1-[(2-fluoro-4-nitrophenyl)methyl]pyrazolo[3,4-d]pyrimidin-6-amine ClC1=C2C(=NC(=N1)N)N(N=C2)CC2=C(C=C(C=C2)[N+](=O)[O-])F